(S)-N-((R)-1-(2-aminopyridin-3-yl)but-3-en-1-yl)-2-methylpropane-2-sulfinamide NC1=NC=CC=C1[C@@H](CC=C)N[S@@](=O)C(C)(C)C